F[C@@H]1CN(CC[C@@H]1NC1=C2C=C(N(C2=CC=C1)CC(F)(F)F)C=1SC(=CN1)CNC(C1=CC=CC=C1)=O)C |r| (+/-)-N-{[2-(4-{[(3R,4S)-3-fluoro-1-methylpiperidin-4-yl]amino}-1-(2,2,2-trifluoroethyl)-1H-indol-2-yl)-1,3-thiazol-5-yl]methyl}benzamide